(2R)-2-(4-(2-(aminomethyl)-4-oxo-3,4-dihydropyrido[2,3-d]pyrimidin-7-yl)-1-methyl-1H-pyrazol-5-yl)-4-chloro-3-fluoro-6-(1-methylcyclopropoxy)benzonitrile NCC=1NC(C2=C(N1)N=C(C=C2)C=2C=NN(C2C2=C(C#N)C(=CC(=C2F)Cl)OC2(CC2)C)C)=O